FC(S(=O)(=O)[O-])(F)F.COC(C)C=1NC=C[N+]1C 1-methoxyethyl-3-methyl-imidazolium trifluoromethanesulfonate